C(C)OC(C(C)(C)OC1=C(C=C(C=C1C)CN1CCN(CC1)CC1=CC=C(C=C1)S(=O)(=O)C)C)=O 2-(2,6-dimethyl-4-((4-(4-(methylsulfonyl)benzyl)piperazin-1-yl)methyl)phenoxy)-2-methylpropanoic acid ethyl ester